(2-hydroxyethyl)trimethylphosphonium chloride [Cl-].OCC[P+](C)(C)C